9-(4-([1,1'-biphenyl]-4-yl)-6-chloro-1,3,5-triazin-2-yl)-9H-carbazole C1(=CC=C(C=C1)C1=NC(=NC(=N1)Cl)N1C2=CC=CC=C2C=2C=CC=CC12)C1=CC=CC=C1